1-Phenylhexane C1(=CC=CC=C1)CCCCCC